7-(2-amino-6-fluoro-5-(4-(4-isopropylpiperazin-1-yl)phenyl)pyridin-3-yl)-2,3-dihydro-4H-benzo[e][1,3]thiazin-4-one 1,1-dioxide NC1=NC(=C(C=C1C1=CC2=C(C(NCS2(=O)=O)=O)C=C1)C1=CC=C(C=C1)N1CCN(CC1)C(C)C)F